(S)-5-amino-2-((tert-butoxycarbonyl)amino)-5-oxopentyl methanesulfonate CS(=O)(=O)OC[C@H](CCC(=O)N)NC(=O)OC(C)(C)C